ClC=1C=C(C=CC1Cl)NC(NNC(C1=C(N=C(C=C1)C)C1=CC=C(C=C1)OC)=O)=S 4-(3,4-dichlorophenyl)-1-(2-(4-methoxyphenyl)-6-methyl-nicotinoyl)thiosemicarbazide